[Na+].P(=O)([O-])([O-])[O-].C(CO)=O.[Na+].[Na+] Glycolaldehyde phosphate sodium salt